1-amino-1-cyclopentyl-methyl alcohol NC(C1CCCC1)O